phenylnaphthalenyldiazabenzofluoranthene C1(=CC=CC=C1)C=1C2=C(N=NC=3C4=C5C(=CC=C4C(=CC1)C32)C=CC=C5)C5=CC=CC3=CC=CC=C53